N=S(=O)(C1=NC=C(C=C1)OCCCN1CCOCC1)C Imino(methyl)(5-(3-morpholinopropoxy)pyridin-2-yl)-λ6-sulfanone